(R)-6-(adamantan-1-yl)-4-((1-(3-(difluoromethyl)-2-fluorophenyl)ethyl)amino)-1-methylpyrido[3,4-d]pyridazin-7(6H)-one C12(CC3CC(CC(C1)C3)C2)N2C=C3C(=NN=C(C3=CC2=O)C)N[C@H](C)C2=C(C(=CC=C2)C(F)F)F